dimethyl(2-pyridyl)borane CB(C1=NC=CC=C1)C